2-fluoro-N1-methyl-N1-(2-Pyrrolidin-1-yl-ethyl)-benzene-1,4-diamine FC1=C(C=CC(=C1)N)N(CCN1CCCC1)C